dimethylperhydro-1,3,2-diazaphosphorin CN1PN(CCC1)C